cis-5-(2-Amino-2-methylpropanoyl)-N-(1-(4-((4-aminopiperidin-1-yl)methyl)phenyl)-2-oxo-1,2-dihydropyrimidin-4-yl)-2,5-diazabicyclo[2.2.1]heptane-2-carboxamide hydrochloride salt Cl.NC(C(=O)N1[C@@H]2CN([C@H](C1)C2)C(=O)NC2=NC(N(C=C2)C2=CC=C(C=C2)CN2CCC(CC2)N)=O)(C)C